C1(CC1)CS(=O)(=O)N1CC(C1)=CC#N (1-((cyclopropylmethyl)sulfonyl)azetidin-3-ylidene)acetonitrile